N,N-dimethyl-1-[(1R,2S)-2-undecylcyclopropyl]tetradecan-5-amine CN(C(CCCC[C@H]1[C@H](C1)CCCCCCCCCCC)CCCCCCCCC)C